dimethyl-4-nitropyrazole CC1=C(C(=NN1)C)[N+](=O)[O-]